[1-(benzyloxycarbonylamino)-2-oxo-ethyl]pyrrolidine-1-carboxylic acid tert-butyl ester C(C)(C)(C)OC(=O)N1C(CCC1)C(C=O)NC(=O)OCC1=CC=CC=C1